(7R,8R)-8-Hydroxy-7-((S)-5H-imidazo[5,1-a]isoindol-5-yl)-5,6,7,8-tetrahydronaphthalen-2-carboxamid O[C@@H]1[C@H](CCC=2C=CC(=CC12)C(=O)N)[C@@H]1N2C(C3=CC=CC=C13)=CN=C2